butyl-(3R)-3-({[(3aR,4S,6R,6aS)-6-{5-bromo-4-chloropyrrolo[2,3-d]pyrimidin-7-yl}-2,2-dimethyl-tetrahydro-3aH-cyclopenta[d][1,3]dioxol-4-yl]formamido}methyl)piperidine-1-carboxylate C(CCC)OC(=O)N1C[C@H](CCC1)CNC(=O)[C@H]1C[C@H]([C@@H]2OC(O[C@@H]21)(C)C)N2C=C(C1=C2N=CN=C1Cl)Br